(E)-N'-(1-(pyridin-3-yl)ethylidene)benzohydrazide N1=CC(=CC=C1)\C(\C)=N\NC(C1=CC=CC=C1)=O